tertbutyl (1-(4-ethynylbenzoyl)piperidin-4-yl)carbamate C(#C)C1=CC=C(C(=O)N2CCC(CC2)NC(OC(C)(C)C)=O)C=C1